(1s,3s)-1-(bromomethyl)adamantane BrCC12CC3CC(CC(C1)C3)C2